amino-2-(3,5-dichloro-4-((2'-oxospiro[cyclohexane-1,3'-indolin]-5'-yl)oxy)phenyl)-1,2,4-triazine-3,5(2H,4H)-dione NN1C(N(N=CC1=O)C1=CC(=C(C(=C1)Cl)OC=1C=C2C3(C(NC2=CC1)=O)CCCCC3)Cl)=O